C1(CCC1)[C@@H](C=1C=C(N)C=CC1)C1=NN=CN1C 3-[(S)-cyclobutyl-(4-methyl-1,2,4-triazol-3-yl)methyl]aniline